5-(trifluoromethyl)-furan FC(C1=CC=CO1)(F)F